OC(CNCCCCCCCCCCCCCCCC)O N-dihydroxyethyl-hexadecyl-amine